COC([C@@H](C(C)C)OC=1C=C(CN2C(=C(C3=CC(=CC=C23)C(=O)OCC=C)C)C)C=CC1)=O (R)-Allyl 1-(3-((1-methoxy-3-methyl-1-oxobutan-2-yl)oxy)benzyl)-2,3-dimethyl-1H-indole-5-carboxylate